C[Si](CCOCN1C=NC(=C1)CN)(C)C (1-((2-(Trimethyl-silyl)ethoxy)methyl)-1H-imidazol-4-yl)methanamine